C(C1=CC=CC=C1)OC1=NC(=CC=C1C1=NC(=C(C=C1F)I)C)OCC1=CC=CC=C1 2',6'-bis(benzyloxy)-3-fluoro-5-iodo-6-methyl-2,3'-bipyridine